3-((3aS,6R)-3a,6-dimethyl-5,7-dioxododecahydrospiro[cyclopenta[a]naphthalene-3,2'-[1,3]dioxolan]-6-yl)propanoic acid C[C@@]12C(C3CCC([C@](C3C(C1)=O)(C)CCC(=O)O)=O)CCC21OCCO1